ClC1=CC=C(C=C1)C1=N[C@H](C=2N(C3=C1C(=C(S3)C)C)C(=NN2)C)[C@H](C(=O)OC)CC |r| (±)-methyl (R)-2-((S)-4-(4-chlorophenyl)-2,3,9-trimethyl-6H-thieno[3,2-f][1,2,4]triazolo[4,3-a][1,4]diazepin-6-yl)butanoate